1-(7,8-dihydrobenzofuro[4,5-d]thiazol-2-yl)-4-(hydroxymethyl)-5-(prop-1-yn-1-yl)imidazolidin-2-one N1=C(SC2=C1C=1CCOC1C=C2)N2C(NC(C2C#CC)CO)=O